OC1CCC(CC1)[C@H]1N(C(OC1)(C)C)C(=O)OC(C)(C)C tert-butyl (R)-4-(4-hydroxycyclohexyl)-2,2-dimethyloxazolidine-3-carboxylate